5-(4-hydroxybenzyl)thiazolidine-2,4-dione OC1=CC=C(CC2C(NC(S2)=O)=O)C=C1